2-methyl-9-[2-carboxy(4-cyclohexenyl)]carbonyloxyanthracene CC1=CC2=C(C3=CC=CC=C3C=C2C=C1)OC(=O)C1C(CC=CC1)C(=O)O